(6-fluoro-8-(4-methoxy-1,2-dimethyl-6-(trifluoromethyl)-1H-benzo[d]imidazol-5-yl)imidazo[1,2-a]pyridin-3-yl)(3,4,5-trifluorophenyl)methanone FC=1C=C(C=2N(C1)C(=CN2)C(=O)C2=CC(=C(C(=C2)F)F)F)C2=C(C1=C(N(C(=N1)C)C)C=C2C(F)(F)F)OC